CC=1CC=2CCCCC2C1 2-methyl-4,5,6,7-tetrahydro-1H-indene